3-(3-((6-((3,5-difluorobenzyl)oxy)pyridin-3-yl)methyl)isoxazol-5-yl)pyridin FC=1C=C(COC2=CC=C(C=N2)CC2=NOC(=C2)C=2C=NC=CC2)C=C(C1)F